tert-butyl 2-((4-(trifluoromethyl)pyridin-3-yl)oxy)-7-azaspiro[3.5]nonane-7-carboxylate FC(C1=C(C=NC=C1)OC1CC2(C1)CCN(CC2)C(=O)OC(C)(C)C)(F)F